4-bromo-1-{[2-(trimethylsilyl)ethoxy]methyl}imidazole-2-carbonitrile BrC=1N=C(N(C1)COCC[Si](C)(C)C)C#N